C(#N)CC1CC(C1)(C1=NN=CN1C)C=1C=C(C=CC1)NC(=O)C1=CC(=C2C(=N1)C(=CN2)CC)CN2C[C@H](CCC2)C N-(3-((1s,3R)-3-(cyanomethyl)-1-(4-methyl-4H-1,2,4-triazol-3-yl)cyclobutyl)phenyl)-3-ethyl-7-(((S)-3-methylpiperidin-1-yl)methyl)-1H-pyrrolo[3,2-b]pyridine-5-carboxamide